(R)-1-(2-(6-fluoro-1H-indol-3-yl)ethyl)-6,7-dimeth-oxy-3,4-dihydroisoquinoline-2(1H)-formaldehyde FC1=CC=C2C(=CNC2=C1)CC[C@H]1N(CCC2=CC(=C(C=C12)OC)OC)C=O